[Na+].OC=1C(=CC2=C(OCO2)C1)C1=C(C(=CC2=CC(=C(C=C12)OC)OC)CO)C(=O)[O-] 1-(6-hydroxybenzo[d][1,3]dioxol-5-yl)-3-(hydroxymethyl)-6,7-dimethoxy-2-naphthoic acid sodium salt